C(C1=CC=CC=C1)C(C(=O)OCC)(C(=O)OCC)OC[C@H]1O[C@H]([C@@H]([C@@]1(O)C#C)O)N1C=NC=2C1=NC(=CC2NO)Cl diethyl 2-benzyl-2-(((2r,3s,4r,5r)-5-(5-chloro-7-(hydroxyamino)-3H-imidazo[4,5-b]pyridin-3-yl)-3-ethynyl-3,4-dihydroxytetrahydrofuran-2-yl) methoxy)-malonate